C(C=1C(C(=O)OCCC(C)C)=CC=CC1)(=O)OCCC(C)C di(3-methylbutyl) phthalate